1-((R)-(2-((1R*,2R)-1-Amino-2-(((S)-1,1,1-trifluoropropan-2-yl)oxy)propyl)-1H-benzo[d]imidazol-5-yl)(cyclopropyl)methyl)-4-(trifluoromethyl)imidazolidin-2-one-5,5-d2 N[C@@H]([C@@H](C)O[C@H](C(F)(F)F)C)C1=NC2=C(N1)C=CC(=C2)[C@H](N2C(NC(C2([2H])[2H])C(F)(F)F)=O)C2CC2 |o1:1|